5-(difluoromethyl)-7-[(3S,4R)-1-[(1R*)-1-(2,6-dimethyl-4-pyridyl)ethyl]-4-methyl-3-piperidyl]-[1,2,4]triazolo[1,5-a]pyrimidine FC(C1=NC=2N(C(=C1)[C@@H]1CN(CC[C@H]1C)[C@H](C)C1=CC(=NC(=C1)C)C)N=CN2)F |o1:15|